(R)-2-(6-(5-(1-(2-azaspiro[3.3]heptan-6-yl)piperidin-4-yl)pyrazin-2-yl)-5-methyl-6,7,8,9-tetrahydro-5H-pyrido[3',4':4,5]pyrrolo[2,3-c]pyridazin-3-yl)phenol C1NCC12CC(C2)N2CCC(CC2)C=2N=CC(=NC2)N2[C@@H](C1=C(NC=3N=NC(=CC31)C3=C(C=CC=C3)O)CC2)C